FC1=C(C=C(C=C1)F)CC(=O)NC1=CC(=NC=C1)C(=O)NC(C#C)(C)C 4-[[2-(2,5-difluorophenyl)acetyl]amino]-N-(1,1-dimethylprop-2-ynyl)pyridine-2-carboxamide